3-(5-(3,4-dihydro-2H-pyrido[3,2-b][1,4]oxazin-6-yl)-1-oxoisoindolin-2-yl)piperidine-2,6-dione O1C2=C(NCC1)N=C(C=C2)C=2C=C1CN(C(C1=CC2)=O)C2C(NC(CC2)=O)=O